N-((1S,3S,4S,6S)-2-((1S,3R)-3-fluorocyclobutane-1-carbonyl)-3-((2,3',5'-trifluoro-[1,1'-biphenyl]-3-yl)methyl)-2-azabicyclo[4.1.0]hept-4-yl)methanesulfonamide FC1CC(C1)C(=O)N1[C@H]2C[C@H]2C[C@@H]([C@@H]1CC=1C(=C(C=CC1)C1=CC(=CC(=C1)F)F)F)NS(=O)(=O)C